2-(octyldithio)-tolylimidazole C(CCCCCCC)SSC1=C(C=CC=C1C=1NC=CN1)C